CC1(NC(CC(C1)N(CCCCCCN(C=O)C1CC(NC(C1)(C)C)(C)C)C=O)(C)C)C N,N'-bis(2,2,6,6-tetramethyl-4-piperidyl)-N,N'-diformyl-hexamethylenediamine